C1(=CC=CC=C1)C1=C(C=CC(=C1)N)C=1C(=CC=CC1)C1=CC=CC=C1 phenyl-[1,1':2',1''-terphenyl]-4-amine